3,4-bis(ethoxy)-9H-thioxanthen-9-one C(C)OC=1C=CC=2C(C3=CC=CC=C3SC2C1OCC)=O